COC(OOCC([C@H](C[C@H]1C(N(CC1)C(C)=O)=O)NC([C@@H](NC(=O)C=1NC2=CC=CC(=C2C1)OC)CC(C)C)=O)=O)=O carbonic acid {[(3S)-4-[(3S)-1-acetyl-2-oxopyrrolidin-3-yl]-3-({N-[(4-methoxy-1H-indol-2-yl) carbonyl]-L-leucinyl} amino)-2-oxobutyl] oxy} methyl ester